P(=O)(=O)C(=O)P(=O)=O phosphoketone